CC1(CN(CCN1)C1=NC(=C(C(=O)O)C(=C1)C)C)C 6-(3,3-dimethylpiperazin-1-yl)-2,4-dimethylnicotinic acid